BENZOYLBENZOATE C(C1=CC=CC=C1)(=O)OC(C1=CC=CC=C1)=O